F[C@@H]1CN(C[C@H]1NC(C1=C(C=CC(=C1)B1OC(C(O1)(C)C)(C)C)NC)=O)C(=O)OC(C)(C)C tert-butyl (3R,4R)-3-fluoro-4-(2-(methylamino)-5-(4,4,5,5-tetramethyl-1,3,2-dioxaborolan-2-yl)benzamido)pyrrolidine-1-carboxylate